OC(CCCC(=O)[O-])CCCCCCCCCCC.[K+] potassium 5-hydroxyhexadecanoate